2-(tert-butoxycarbonyl)piperidine-2-carboxylic acid C(C)(C)(C)OC(=O)C1(NCCCC1)C(=O)O